N,N-dimethyl-β-phenyl-ethylamine CN(C)CCC1=CC=CC=C1